BrC1=CC2=C(C=N1)C(=CN2C(=O)OC(C)(C)C)CC2CCC2 tert-butyl 6-bromo-3-(cyclobutylmethyl)-1H-pyrrolo[3,2-c]pyridine-1-carboxylate